O=C1N(C(C2=CC=CC=C12)=O)CC(=O)NCC(=O)O (2-(1,3-dioxoisoindolin-2-yl)acetyl)glycine